diethyl 4-(3-amino-6-p-tolylpyrazine-2-carboxamido)phenylsulfonylphosphoramidate NC=1C(=NC(=CN1)C1=CC=C(C=C1)C)C(=O)NC1=CC=C(C=C1)S(=O)(=O)NP(OCC)(OCC)=O